2-(1-(4-((2-Ethylbutyl)thio)phenyl)ethylidene)hydrazine-1-carboximidamide C(C)C(CSC1=CC=C(C=C1)C(C)=NNC(N)=N)CC